CC1=C(CS(=O)(=O)C2=CC3=C(S\C(\C(N3)=O)=C/C3=CC=C(C(=O)OC)C=C3)C=C2)C(=CC=C1)C (Z)-methyl 4-((6-((2,6-dimethylbenzyl)sulfonyl)-3-oxo-3,4-dihydro-2H-benzo[b][1,4]thiazin-2-ylidene)methyl)benzoate